Methyl 3-(3-((4-isopropylphenyl)thio)azetidin-1-yl)-2-(1H-pyrrol-1-yl)benzoate C(C)(C)C1=CC=C(C=C1)SC1CN(C1)C=1C(=C(C(=O)OC)C=CC1)N1C=CC=C1